1-(3-(2-methoxyethyl)-4-oxo-3,4-dihydroquinazolin-6-yl)-3-(1-methylpiperidin-4-yl)urea COCCN1C=NC2=CC=C(C=C2C1=O)NC(=O)NC1CCN(CC1)C